3-(3-(1-(5,7-difluoro-3-methylbenzofuran-2-yl)-2-methylpropyl)ureido)benzamide FC=1C=C(C2=C(C(=C(O2)C(C(C)C)NC(NC=2C=C(C(=O)N)C=CC2)=O)C)C1)F